3-bromo-5-[(tert-butyldimethylsilyl)oxy]benzaldehyde BrC=1C=C(C=O)C=C(C1)O[Si](C)(C)C(C)(C)C